NC1=C(C=C(C=C1)C1=CC=C(C=C1)F)NC(=O)C1=CN=C(S1)S(=O)(=N)C N-[2-amino-5-(4-fluorophenyl)phenyl]-2-(methylsulfonimidoyl)thiazole-5-carboxamide